N-((R)-(5-fluoro-2-hydroxyphenyl)(1H-indol-2-yl)methyl)-3-methyl-5-(5-(3-methyl-3,8-diazabicyclo[3.2.1]octan-8-yl)pyrimidin-2-yl)benzamide FC=1C=CC(=C(C1)[C@@H](NC(C1=CC(=CC(=C1)C1=NC=C(C=N1)N1C2CN(CC1CC2)C)C)=O)C=2NC1=CC=CC=C1C2)O